FC(C=1N=CC(=NC1)CNCC)(F)F N-((5-(trifluoromethyl)pyrazin-2-yl)methyl)ethanamine